CN1C(SC2=C1C=CC(=C2)Cl)SC 3-methyl-2-methylthio-6-chlorobenzothiazole